COC=1C=C(C=CC1N1CCC(CC1)N1CCN(CC1)C)NC1=NC=CC(=N1)NC=1C=NC2=CC=CC=C2C1 2-{3-methoxy-4-[4-(4-methyl-1-piperazinyl)-1-piperidyl]phenylamino}-4-(3-quinolylamino)pyrimidine